1,4-phenylenediacrylic acid C1=CC(=CC=C1/C=C/C(=O)O)/C=C/C(=O)O